(R*)-(3-amino-6-ethyl-4,5,6,7-tetrahydropyrazolo[3,4-c]pyridin-2-yl)(8-methyl-1,2,3,4-tetrahydroquinolin-4-yl)methanone NC=1N(N=C2CN(CCC21)CC)C(=O)[C@@H]2CCNC1=C(C=CC=C21)C |o1:14|